6-(3-Fluoro-4-methylphenyl)-N-[(1s)-1-(4-fluorophenyl)-2-hydroxy-2-methylpropyl]-4-oxo-3-(trifluoromethyl)-4,5-dihydropyrazolo[1,5-a]pyrazine-2-carboxamide FC=1C=C(C=CC1C)C=1NC(C=2N(C1)N=C(C2C(F)(F)F)C(=O)N[C@H](C(C)(C)O)C2=CC=C(C=C2)F)=O